dimethyl 5-methoxy-2,3-toluenedicarboxylate COC=1C=C(C(=C(C)C1)C(=O)OC)C(=O)OC